(5S)-5-[[[6-[2-Chloro-3-[3-chloro-2-[3-[(2-hydroxyethylamino)methyl]-1-methyl-indol-6-yl]-4-pyridyl]phenyl]-2-methoxy-3-pyridyl]methylamino]methyl]pyrrolidin-2-one ClC1=C(C=CC=C1C1=C(C(=NC=C1)C1=CC=C2C(=CN(C2=C1)C)CNCCO)Cl)C1=CC=C(C(=N1)OC)CNC[C@@H]1CCC(N1)=O